1-(9-Hydroxy-18-methoxy-18-oxo-octadecan-10-yl)-3-(4-vinylbenzyl)-1H-imidazolium 4-vinylbenzenesulfonate C(=C)C1=CC=C(C=C1)S(=O)(=O)[O-].OC(CCCCCCCC)C(CCCCCCCC(=O)OC)N1C=[N+](C=C1)CC1=CC=C(C=C1)C=C